1-diazo-4-(3,4,5-trifluorophenyl)butan-2-one stibium copper silver [Ag].[Cu].[Sb].[N+](=[N-])=CC(CCC1=CC(=C(C(=C1)F)F)F)=O